N1(N=CC=C1)CC=1C=C(CN2C3CN(CC2C3)C3=CC=C(C=N3)C=3C=2N(C=C(C3)OCC(C)(C)O)N=CC2C#N)C=CC1OC 4-(6-(6-(3-((1H-pyrazol-1-yl)methyl)-4-methoxybenzyl)-3,6-diazabicyclo[3.1.1]heptan-3-yl)pyridin-3-yl)-6-(2-hydroxy-2-methylpropoxy)-pyrazolo[1,5-a]pyridine-3-carbonitrile